ClC1=CC=C(C=C1)C1=CC(C2=C1C1=C(S2)C=CC=C1)(C1=CC=CC=C1)C1=CC=C(C=C1)NC(C)=O N-(4-(1-(4-Chlorophenyl)-3-phenyl-3H-benzo[b]cyclopenta[d]thiophen-3-yl)phenyl)acetamide